(2S)-2-({5-[(1R)-1-[(5-chloro-2-methylpyridin-3-yl)amino]ethyl]thiophen-2-yl}formamido)-3-cyclopentyl-N-[(1S)-2,2-difluorocyclopropyl]propanamide ClC=1C=C(C(=NC1)C)N[C@H](C)C1=CC=C(S1)C(=O)N[C@H](C(=O)N[C@@H]1C(C1)(F)F)CC1CCCC1